5-(2,4-Dioxotetrahydropyrimidin-1(2H)-yl)indoline-1-carboxylic acid tert-butyl ester C(C)(C)(C)OC(=O)N1CCC2=CC(=CC=C12)N1C(NC(CC1)=O)=O